S1C=NC2=C1C=C(C=C2)NC2=N\C(\C(N2C)=O)=C/C2=CC1=C(N=CS1)C=C2 (Z)-2-(benzo[d]thiazol-6-ylamino)-5-(benzo[d]thiazol-6-ylmethylene)-3-methyl-3,5-dihydro-4H-imidazol-4-one